Ethyl (2S)-2-[[(2S)-2-(tert-butoxycarbonylamino)-4-(1-methyl-5-nitro-benzimidazol-2-yl)butanoyl]amino]-3-(4-fluorophenyl)propanoate C(C)(C)(C)OC(=O)N[C@H](C(=O)N[C@H](C(=O)OCC)CC1=CC=C(C=C1)F)CCC1=NC2=C(N1C)C=CC(=C2)[N+](=O)[O-]